(1R,2R)-1-(4-nitrophenyl)-2-amino-1,3-propylene glycol [N+](=O)([O-])C1=CC=C(C=C1)[C@H]([C@@H](CO)N)O